azetidin-3-ylmethyl 4-(6-(5-(6-methylpyridin-2-yl)-1H-imidazol-4-yl)quinolin-3-yl)thiophene-2-carboxylate CC1=CC=CC(=N1)C1=C(N=CN1)C=1C=C2C=C(C=NC2=CC1)C=1C=C(SC1)C(=O)OCC1CNC1